FC=1C=2N(C=C(C1)NC(=O)C=1C=CC(=C3C=CC(=NC13)OC)N1CCNCC1)C=C(N2)C N-{8-fluoro-2-methylimidazo[1,2-a]pyridin-6-yl}-2-methoxy-5-(piperazin-1-yl)quinoline-8-carboxamide